ClC1=CC=C2C=3C=C4C(=CC3NC2=C1)C=CC=C4 3-chloro-5H-benzo[b]carbazole